1-(4-((6-(2-hydroxy-4-(1H-pyrazol-4-yl)phenyl)pyridazin-3-yl)(methyl)amino)-2,2,6,6-tetramethylpiperidin-1-yl)prop-2-en-1-one OC1=C(C=CC(=C1)C=1C=NNC1)C1=CC=C(N=N1)N(C1CC(N(C(C1)(C)C)C(C=C)=O)(C)C)C